6,6-dimethyl-3-nitro-5,6,7,8-tetrahydroquinoline CC1(CC=2C=C(C=NC2CC1)[N+](=O)[O-])C